C(C)SC=1C(=NC=C(C1)C1=CC=C(C=C1)OC(F)(F)F)C(=O)O 3-(ethylthio)-5-(4-(trifluoromethoxy)phenyl)-picolinic acid